3-(2,3,4-trifluorophenyl)-5-methyl-pyrazol-4-ol FC1=C(C=CC(=C1F)F)C1=NNC(=C1O)C